C(=O)[O-].[La+3].C(=O)[O-].C(=O)[O-] lanthanum formate